ClC=1C=C(CNC(=O)C2(CCN(CC2)C(=O)OC(C)(C)C)F)C=CC1 tert-butyl 4-((3-chlorobenzyl)carbamoyl)-4-fluoropiperidine-1-carboxylate